CC1=NC(=NO1)C=1C=C(C(=O)NCCN2C(C3=CC4=C(N=CC=C4N3CC2)OCCC)=O)C=CC1 3-(5-methyl-1,2,4-oxadiazol-3-yl)-N-[2-(10-oxo-6-propoxy-1,5,11-triazatricyclo[7.4.0.02,7]trideca-2,4,6,8-tetraen-11-yl)ethyl]benzamide